O1CC[C@H](C2=CC=CC=C12)NC(=O)[C@@H]1CC[C@H]2N1C([C@H](CN(CC2)C2COC2)NC([C@H](C)NC)=O)=O (5S,8S,10aR)-N-((R)-chroman-4-yl)-5-((S)-2-(methylamino)propanamido)-3-(oxetan-3-yl)-6-oxodecahydropyrrolo[1,2-a][1,5]diazocine-8-carboxamide